(S)-1-(2-(2-fluorophenyl)-2-hydroxyethyl)-3-hydroxy-2-methylpyridin-4(1H)-one FC1=C(C=CC=C1)[C@@H](CN1C(=C(C(C=C1)=O)O)C)O